tert-butyl 4-(1-(2,6-dioxopiperidin-3-yl)-1H-indol-5-yl)-3,6-dihydropyridine-1(2H)-carboxylate O=C1NC(CCC1N1C=CC2=CC(=CC=C12)C=1CCN(CC1)C(=O)OC(C)(C)C)=O